tert-butyl 6-(5-((8-methoxy-2-methylimidazo[1,2-a]pyrazin-6-yl) carbamoyl) pyrazin-2-yl)-2,6-diazabicyclo[3.2.0]heptane-2-carboxylate COC=1C=2N(C=C(N1)NC(=O)C=1N=CC(=NC1)N1C3CCN(C3C1)C(=O)OC(C)(C)C)C=C(N2)C